5-chloro-1'-{2-[2-(3-thietanyl)-7-(trifluoromethyl)-1H-1,3-benzimidazol-5-yloxy]ethyl}spiro[indoline-3,4'-piperidin]-2-one ClC=1C=C2C(=CC1)NC(C21CCN(CC1)CCOC1=CC2=C(NC(=N2)C2CSC2)C(=C1)C(F)(F)F)=O